C(CCCCCCC)OCOCCCC(CC(CC(C)Cl)C)C 8-chloro-4,6-dimethylnonyl octyloxymethyl ether